N,N'-diacetylacetyl-2-methyl-5-chloro-p-phenylenediamine C(C)(=O)NC1=C(C=C(C(=C1)Cl)N(C(C)=O)C(C)=O)C